4-(pyridine-3-yl)pyrimidine-2-amine N1=CC(=CC=C1)C1=NC(=NC=C1)N